(4-amino-2-methylphenyl)(4-aminophenyl)methanone NC1=CC(=C(C=C1)C(=O)C1=CC=C(C=C1)N)C